(1S,2S,3R,5S)-3-((5-chloro-4-(4-fluoro-2-(2-hydroxypropan-2-yl)-1-isopropyl-1H-benzo[d]imidazol-6-yl)pyrimidin-2-yl)amino)-7,8-dioxaspiro[bicyclo[3.2.1]octane-6,1'-cyclopropan]-2-ol ClC=1C(=NC(=NC1)N[C@H]1[C@@H]([C@@H]2OC3(CC3)[C@H](C1)O2)O)C=2C=C(C1=C(N(C(=N1)C(C)(C)O)C(C)C)C2)F